ClC1=CN(C2=NC=CC(=C21)OC2=C(C=C(C=C2F)NC(=S)NC[C@H](CO)C)F)COCC[Si](C)(C)C |r| (+/-)-N-{4-[(3-chloro-1-{[2-(trimethylsilyl)ethoxy]methyl}-1H-pyrrolo[2,3-b]pyridin-4-yl)oxy]-3,5-difluorophenyl}-N'-(3-hydroxy-2-methylpropyl)thiourea